β-dodecyl-sodium benzenesulfonate C1(=CC=CC=C1)S(=O)(=O)O.CC(CCCCCCCCCC)[Na]